N-(3-(6-bromooxazolo[4,5-b]pyridin-2-yl)-5-fluoro-2-methylphenyl)-2-fluoro-4-nitrobenzamide BrC=1C=C2C(=NC1)N=C(O2)C=2C(=C(C=C(C2)F)NC(C2=C(C=C(C=C2)[N+](=O)[O-])F)=O)C